Benzyl 6-{[2-(4-methoxyphenyl) [1,2,4]triazolo[1,5-c]quinazolin-5-yl] amino}-5-oxo-1,4-diazepan-1-carboxylate COC1=CC=C(C=C1)C1=NN2C(=NC=3C=CC=CC3C2=N1)NC1C(NCCN(C1)C(=O)OCC1=CC=CC=C1)=O